N-(3-chloro-5-fluoro-4-iodopyridin-2-yl)-1-cyclopropyl-N-((2-(trimethylsilyl)ethoxy)-methyl)methanesulfonamide ClC=1C(=NC=C(C1I)F)N(S(=O)(=O)CC1CC1)COCC[Si](C)(C)C